tert-Butyl N-({1-[7-(4-chloro-2-methyl-2H-indazol-5-yl)-2-methyl-5-{[2-(trimethylsilyl)ethoxy]methyl}-5H-pyrrolo[2,3-b]pyrazin-3-yl]-4-methylpiperidin-4-yl}methyl)carbamate ClC=1C2=CN(N=C2C=CC1C1=CN(C2=NC(=C(N=C21)C)N2CCC(CC2)(C)CNC(OC(C)(C)C)=O)COCC[Si](C)(C)C)C